C12CCC(CC1)N2C=2C=C(C(=O)O)C=C(C2C(NS(=O)(=O)C2(CC2)C)=O)F 3-(7-azabicyclo[2.2.1]heptan-7-yl)-5-fluoro-4-(((1-methylcyclopropyl)sulfonyl)carbamoyl)benzoic acid